3-bromo-5-(4-cyclopropyl-6-methoxy-2-methylpyrimidin-5-yl)-1-((2-(trimethylsilyl)ethoxy)methyl)-1H-pyrazolo[4,3-d]pyrimidine BrC1=NN(C2=C1N=C(N=C2)C=2C(=NC(=NC2OC)C)C2CC2)COCC[Si](C)(C)C